CC1=NC(=CC(=N1)NC1=CC2=C(C=N1)C(NN2C2=CC=C(C=C2)OCC(F)(F)F)=O)C 6-((2,6-dimethylpyrimidin-4-yl)amino)-1-(4-(2,2,2-trifluoroethoxy)phenyl)-1,2-dihydro-3H-pyrazolo[4,3-c]pyridin-3-one